CC1=CC=C(C=C1)S(=O)(=O)N1[C@@H](CCC1)C(=O)O (S)-1-(Toluene-4-sulfonyl)-pyrrolidine-2-carboxylic acid